BrC1=C(C=C2C(=C(C(=NC2=C1F)Cl)C#N)N1CCN(CC1)C(=O)[O-])Cl 4-(7-Bromo-2,6-dichloro-3-cyano-8-fluoroquinolin-4-yl)piperazine-1-carboxylate